P(O)(=O)(OP(=O)(O)OP(=O)(O)O)OC[C@@H]1[C@H]([C@H]([C@@H](O1)C1=CN(C(=O)NC1=O)CO)O)O 1-hydroxymethyl-pseudouridine triphosphate